ClC1=CC=C2C(=N1)N(N=C2I)C 6-chloro-3-iodo-1-methyl-pyrazolo[3,4-b]pyridine